C(=CCCCC)C(CC(=O)[O-])CCC 3-hexenylhexanoate